cyclohexane 1,2-diisodecyl-phthalate C(CCCCCCC(C)C)C1(C(=O)O)C(C(=O)O)(C=CC=C1)CCCCCCCC(C)C.C1CCCCC1